6-chloro-4-((8-fluoro-4,5-dimethyl-2-(methyl-d3)-4,5-dihydro-2H-[1,2,3]triazolo[4,5-c]quinolin-6-yl)amino)-N-(methyl-d3)nicotinamide ClC1=NC=C(C(=O)NC([2H])([2H])[2H])C(=C1)NC1=CC(=CC=2C=3C(C(N(C12)C)C)=NN(N3)C([2H])([2H])[2H])F